CC=1C=C(CN2CC(CCC2)C2=NN(C(N2)=O)C=2C=CC=C3C=CC(NC23)=O)C=CC1 8-(3-(1-(3-methylbenzyl)piperidin-3-yl)-5-oxo-4,5-dihydro-1H-1,2,4-triazol-1-yl)quinolin-2(1H)-one